P(=O)(O)(O)OC[C@]([C@@H](CC=O)O)(O)C#C 4-ethynyl-D-2-deoxyribose 5-phosphate